C(C=C)N[C@@H](CS)C(=O)O ALLYLCYSTEIN